2,4-bis(n-octylsulfanyl)-6-(4-hydroxy-3,5-di-t-butylanilino)-1,3,5-triazine C(CCCCCCC)SC1=NC(=NC(=N1)SCCCCCCCC)NC1=CC(=C(C(=C1)C(C)(C)C)O)C(C)(C)C